Methyl-9-methyl-(10,11-2H2)-3,4,7,15-tetraazatricyclo[12.3.1.02,6]Octadecan-1(18),2(6),4,14,16-pentaen-8-one CN1C=2C=3C=CN=C(CCC(C(C(C(NC2C=N1)=O)C)[2H])[2H])C3